4-(3-((S)-1-acryloylpiperidin-2-yl)-8-aminoimidazo[1,5-a]pyrazin-1-yl)-3-methyl-N-(pyridin-2-yl)benzamide C(C=C)(=O)N1[C@@H](CCCC1)C1=NC(=C2N1C=CN=C2N)C2=C(C=C(C(=O)NC1=NC=CC=C1)C=C2)C